3-(benzo[d]oxazol-2-yl)-5-cyano-6-(dibenzo[b,d]furan-3-yl)benzene O1C(=NC2=C1C=CC=C2)C=2C=CC(=C(C2)C#N)C=2C=CC1=C(OC3=C1C=CC=C3)C2